N-(2-(trifluoromethyl)pyridin-4-yl)pyrrolidine-2-carboxamide methyl-(2S,3R)-3-(tert-butoxycarbonylamino)-2-[tert-butyl(dimethyl)silyl]oxy-3-phenyl-propanoate COC([C@H]([C@@H](C1=CC=CC=C1)NC(=O)OC(C)(C)C)O[Si](C)(C)C(C)(C)C)=O.FC(C1=NC=CC(=C1)NC(=O)C1NCCC1)(F)F